IC1=C(C(=NC(=C1)C)C)N 4-iodo-2,6-dimethyl-pyridin-3-amine